OC(C)(C)C=1C(=CC2=CN(N=C2C1)C1CCC(CC1)C(=O)OCC)NC(=O)C1=NC(=CC=C1)C(F)(F)F ethyl 4-[6-(1-hydroxy-1-methyl-ethyl)-5-[[6-(trifluoromethyl)pyridine-2-carbonyl] amino]indazol-2-yl]cyclohexanecarboxylate